methyl 4-(2-fluoro-6-methoxy-3-(trifluoromethyl) phenyl)-6-methylnicotinate FC1=C(C(=CC=C1C(F)(F)F)OC)C1=CC(=NC=C1C(=O)OC)C